(R)-7H-imidazo[4,5-c]pyridazine N1=NC=CC2=C1NC=N2